Cl.Cl.Cl.COC(C[C@H](C1=CC=C2CCNCC2=C1)C1=C(C2=C(N(C=N2)CCCCC=C)C=C1)C)=O |o1:7| rel-(R)-3-(1-(hex-5-en-1-yl)-4-methyl-1H-benzo[d]imidazol-5-yl)-3-(1,2,3,4-tetrahydroisoquinolin-7-yl)propionic acid methyl ester tri-hydrochloride